CN([C@@H](C(C)C)C(=O)OC)C(=O)[C@@H]1CN(CC1)S(=O)(=O)C=C methyl N-methyl-N-((S)-1-(vinylsulfonyl)pyrrolidine-3-carbonyl)-L-valinate